N-[1-[1-[2-[1-(3-Methylpyrazin-2-yl)-4-piperidyl]ethyl]-4,5,6,7-tetrahydroindazol-3-carbonyl]-4-piperidyl]acetamid CC=1C(=NC=CN1)N1CCC(CC1)CCN1N=C(C=2CCCCC12)C(=O)N1CCC(CC1)NC(C)=O